C12=CC=CC=C2C(C1)C(=N)N bicyclo[4.2.0]octa-1,3,5-triene-7-carboxamidine